chlorine biotin Tert-butyl-3-(4-iodo-1-oxoisoindolin-2-yl)-2,6-dioxopiperidine-1-carboxylate C(C)(C)(C)C1(C(N(C(CC1)=O)C(=O)[O-])=O)N1C(C2=CC=CC(=C2C1)I)=O.OC(=O)CCCC[C@@H]1SC[C@@H]2NC(=O)N[C@H]12.[Cl+]